Ethyl 2-(2-(2-cyanophenyl)-1-fluoro-2-(1-methyl-1H-pyrazol-4-yl)ethyl)-5-methoxy-1-methyl-6-oxo-1,6-dihydropyrimidine-4-carboxylate C(#N)C1=C(C=CC=C1)C(C(F)C=1N(C(C(=C(N1)C(=O)OCC)OC)=O)C)C=1C=NN(C1)C